N-(2-((1S,3R)-3-((4-Methoxy-5-(trifluoromethyl)pyrimidin-2-yl)amino)cyclohexyl)-3-oxoisoindolin-5-yl)acrylamide COC1=NC(=NC=C1C(F)(F)F)N[C@H]1C[C@H](CCC1)N1CC2=CC=C(C=C2C1=O)NC(C=C)=O